C(C)(C)(C)OC(=O)N1CCC(CC1)N1N=NC(=C1)Br.C(C)OC1=CC=C(C=C1)C(C)(C)C1=CC=C(C=C1)OCC di(4-ethoxyphenyl)propane tert-Butyl-4-(4-bromo-1H-1,2,3-triazol-1-yl)piperidine-1-carboxylate